undecanoyl-sn-glycero-3-phosphoethanolamine C(CCCCCCCCCC)(=O)C(OP(OC[C@@H](CO)O)(=O)O)CN